3-bromo-4-((7-methoxy-1H-imidazo[4,5-c][1,8]naphthyridin-1-yl)methyl)benzenesulfonamide BrC=1C=C(C=CC1CN1C=NC=2C=NC=3N=C(C=CC3C21)OC)S(=O)(=O)N